C(C)(C)(C)OC(=O)N1C(=CC=C1)C=1C=NC=C(C1)C1=CC(=CC=C1)O.C(C1=CC=CC=C1)O[C@H]1CN(C[C@H](C1OCC1=CC=CC=C1)OCC1=CC=CC=C1)CCC1=C(C=C(C=C1F)Br)F (3S,4r,5R)-3,4,5-tris(benzyloxy)-1-(4-bromo-2,6-difluorophenethyl)piperidine tert-butyl-2-(5-(3-hydroxyphenyl)pyridin-3-yl)-1H-pyrrole-1-carboxylate